ClC1=NC=2C=CC=CC2C2=C1C=CN2CCC2=CC=CC=C2 4-chloro-1-phenethyl-1H-pyrrolo[3,2-c]quinoline